N-[5-(2,6-difluoro-4-methoxyphenyl)-2-(4-fluorophenyl)-1-methyl-3-oxo-2,3-dihydro-1H-pyrazol-4-yl]-4-(difluoromethoxy)benzamide FC1=C(C(=CC(=C1)OC)F)C1=C(C(N(N1C)C1=CC=C(C=C1)F)=O)NC(C1=CC=C(C=C1)OC(F)F)=O